O=C1N(CCC1)C(=O)[O-].CN(C)C(=[NH2+])N(C)C bis(dimethylamino)methaniminium 2-oxopyrrolidine-1-carboxylate